O1CCN(CC1)C1=NC(=NC(=C1)NC=1SC(=CN1)C=1OC(=NN1)C1=CC=CC=C1)NC(CCC)O (4-morpholino-6-((5-(5-phenyl-1,3,4-oxadiazol-2-yl)thiazol-2-yl)amino)pyrimidine-2-yl)aminobutan-1-ol